F[C@H]1C[C@H](N(C1)C(CN1C[C@@H](CC1)NC1=C2C=C(C=NC2=CC=C1)F)=O)C#N (2S,4S)-4-fluoro-1-[2-[(3R)-3-[(3-fluoro-5-quinolyl)amino]pyrrolidin-1-yl]acetyl]pyrrolidine-2-carbonitrile